CS(=O)(=O)OCC1=C2C=CN=CC2=CC=C1 isoquinolin-5-ylmethyl methanesulfonate